7-(7-fluoroimidazo[1,2-a]pyridin-3-yl)-4-(8-(pyrrolidin-2-yl)isochroman-6-yl)isoquinolin-1-amine FC1=CC=2N(C=C1)C(=CN2)C2=CC=C1C(=CN=C(C1=C2)N)C=2C=C1CCOCC1=C(C2)C2NCCC2